BrC1=CC=C(OCC2N([C@H](COC2)C)C)C=C1 (5S)-3-((4-bromophenoxy)methyl)-4,5-dimethylmorpholine